(2-chloro-5-methylpyrimidin-4-yl)-2H-chromen-3-carbonitrile ClC1=NC=C(C(=N1)C1OC2=CC=CC=C2C=C1C#N)C